C1(CCCCC1)C1=CC=C(C=C1)N1CC(CC2=CC=CC=C12)NC(C=C)=O N-(1-(4-cyclohexylphenyl)-1,2,3,4-tetrahydroquinolin-3-yl)acrylamide